CC(C)(C)OC(=O)N1C=CC2=CC(=C(C=C12)Br)C 6-bromo-5-methylindole-1-carboxylic acid 2-methylpropan-2-yl ester